NCCCOC1=C(C=CC(=C1)C(F)(F)F)C=1OC2=C(C=CC=C2C(C1)=O)Cl 2-[2-(3-aminopropoxy)-4-(trifluoromethyl)phenyl]-8-chloro-chromen-4-one